(3-isopropyl-isoxazol-5-yl)-carbamic acid phenyl ester C1(=CC=CC=C1)OC(NC1=CC(=NO1)C(C)C)=O